CC1=CC=C2C=CC(=CC2=C1)CC(=O)O 2-(7-methylnaphthalen-2-yl)acetic acid